C(#N)C1=C(C(=C(C(=C1N1C2=CC=C(C=C2C=2C=C(C=CC12)C#N)C#N)C1=NC(=NC(=N1)C1=CC=CC=C1)C1=CC=CC=C1)N1C2=CC=C(C=C2C=2C=C(C=CC12)C#N)C#N)N1C2=CC=C(C=C2C=2C=C(C=CC12)C#N)C#N)N1C2=CC=C(C=C2C=2C=C(C=CC12)C#N)C#N 9,9',9'',9'''-(4-cyano-6-(4,6-diphenyl-1,3,5-triazin-2-yl)benzene-1,2,3,5-tetrayl)tetrakis(9H-carbazole-3,6-dicarbonitrile)